2-(3,3-Difluoroazetidin-1-yl)-N-((2-(2,2,2-trifluoroethoxy)pyridin-4-yl)methyl)acetamide FC1(CN(C1)CC(=O)NCC1=CC(=NC=C1)OCC(F)(F)F)F